ClC1=NC=NC2=C1N=C(N=C2)SC 8-Chloro-2-(methylthio)pyrimidopyrimidine